4-[2-(4-aminopiperidin-1-yl)-5-[2-(3-hydroxyoxolan-3-yl)ethynyl]pyrimidin-4-yl]-2-fluorobenzonitrile NC1CCN(CC1)C1=NC=C(C(=N1)C1=CC(=C(C#N)C=C1)F)C#CC1(COCC1)O